Sodium acetate monoacetate C(C)(=O)[O-].C(C)(=O)O.[Na+]